C(=O)O.FC1=C(C(=O)N)C=C(C(=C1F)O)F 2,3,5-trifluoro-4-hydroxybenzamide, formate salt